[Na].C1=CC=CC2=NC3=CC=CC=C3N=C12 phenazine sodium salt